2,3,4,9-tetrahydro-1H-carbazole-5,7-dicarboxylic acid dimethyl ester COC(=O)C=1C=2C=3CCCCC3NC2C=C(C1)C(=O)OC